m-chlorobenzene ClC=1C=CC=CC1